CC=1C=C2C=NN(C2=CC1)N1C(C=C(C=C1C1=CC=CC=C1)C1=CC=CC=C1)C1=CC=CC=C1 1-(5-methyl-1H-indazol-1-yl)-2,4,6-triphenylpyridine